FC1([C@]2(C[C@@H]([C@H]([C@@](C1)(N2)C)OC)C(=C)C=2N=CC(=NC2)C=2C=C1C=CN=CC1=CC2O)C)F 6-(5-(1-((1r,2r,3r,5r)-6,6-difluoro-2-methoxy-1,5-dimethyl-8-azabicyclo[3.2.1]oct-3-yl)vinyl)pyrazin-2-yl)isoquinolin-7-ol